N(=[N+]=[N-])C[C@@H]1N(CC(C1)C1=CC(=C(C=C1)OC(F)F)OC(C)C)C(C)=O ((2R)-2-(azidomethyl)-4-(4-(difluoromethoxy)-3-isopropoxyphenyl)pyrrolidin-1-yl)ethanone